1-{27-[(2,5-dioxopyrrolidin-1-yl)oxy]-27-oxo-3,6,9,12,15,18,21,24-octaoxaheptacosane-1-yl}-1H-pyrrole-2,5-dione O=C1N(C(CC1)=O)OC(CCOCCOCCOCCOCCOCCOCCOCCOCCN1C(C=CC1=O)=O)=O